(2E)-6-(4-chlorophenyl)-N-(3,5-difluorophenyl)sulfonyl-5-phenyl-4,5-dihydro-3H-pyridazine-2-carbaldehyde oxime chloride [Cl-].ClC1=CC=C(C=C1)C1C(CCN(N1S(=O)(=O)C1=CC(=CC(=C1)F)F)C=NO)C1=CC=CC=C1